N-ethyl-2-(2-fluoro-2-methylpropanoyl)-N-(2,2,2-trifluoro-1-(4-fluorophenyl)ethyl)-1,2,3,4-tetrahydroisoquinoline-7-sulfonamide C(C)N(S(=O)(=O)C1=CC=C2CCN(CC2=C1)C(C(C)(C)F)=O)C(C(F)(F)F)C1=CC=C(C=C1)F